2-bromo-N,N-diethyl-ethanolamine hydrobromide Br.BrCCN(CCO)CC